(S)-5-(pyrazin-2-yl)-2-((1R,3S)-3-(4-(trifluoromethyl)phenoxy)cyclobutyl)-2,5,6,7-tetrahydro-3H-pyrrolo[2,1-c][1,2,4]triazol-3-one N1=C(C=NC=C1)[C@@H]1CCC2=NN(C(N21)=O)C2CC(C2)OC2=CC=C(C=C2)C(F)(F)F